C(C)(=O)N1CC=2N(CC1)N=C(C2)C=2C(=CC(=NC2)NC(C)=O)NC2=NC(=NC(=C2)C)C(C)(F)F N-(5-(5-acetyl-4,5,6,7-tetrahydropyrazolo[1,5-a]pyrazin-2-yl)-4-((2-(1,1-difluoroethyl)-6-methylpyrimidin-4-yl)amino)pyridin-2-yl)acetamide